COC1=CC=C(C=C1)CCO 2-(4-methoxy-phenyl)ethanol